tetrahydro-1H-benzo[f]isoindole-1,3(2H)-dione C1(NC(C2CC3C(C=C12)=CC=CC3)=O)=O